sodium-sodium iron phosphate P(=O)([O-])([O-])[O-].[Fe+2].[Na+].[Na+]